COC1CNCC(C1)OC 3,5-dimethoxypiperidine